Ethyl 3-fluoro-5-[({1-[2-fluoro-4-(trifluoromethoxy) phenyl]cyclopropyl} carbonyl)amino]-2-(1-methyl-1H-pyrazol-4-yl)benzoate FC=1C(=C(C(=O)OCC)C=C(C1)NC(=O)C1(CC1)C1=C(C=C(C=C1)OC(F)(F)F)F)C=1C=NN(C1)C